((2S,3S)-5-chloro-6-fluoro-3-methyl-2-phenyl-4-(4,4,5,5-tetramethyl-1,3,2-dioxaborolan-2-yl)-2,3-dihydrobenzofuran-2-yl)methanol ClC=1C(=CC2=C([C@@H]([C@](O2)(C2=CC=CC=C2)CO)C)C1B1OC(C(O1)(C)C)(C)C)F